5-bromo-6-chloro-2-aminopyridine BrC=1C=CC(=NC1Cl)N